(R)-7-(cyclopropylamino)-N-(2-fluoro-3-hydroxy-3-methylbutyl)-2-phenylthiazolo[5,4-b]pyridine-6-carboxamide C1(CC1)NC1=C2C(=NC=C1C(=O)NC[C@H](C(C)(C)O)F)SC(=N2)C2=CC=CC=C2